C1C[C@@H](O[C@@H]1CO)N2C=CC(=O)NC2=O dideoxyuridine